N-(2,5-dihydroxy-3-sulfophenylmethyl)N-(3-carboxy-2,5-dihydroxyphenylmethyl)acetamide OC1=C(C=C(C=C1S(=O)(=O)O)O)CN(C(C)=O)CC1=C(C(=CC(=C1)O)C(=O)O)O